[6-(2-methylpyrazolo[1,5-a]pyridin-5-yl)-3,6-dihydro-2H-pyran-4-yl]trifluoromethanesulfonate CC1=NN2C(C=C(C=C2)C2C=C(CCO2)OS(=O)(=O)C(F)(F)F)=C1